5-(6-(4-chlorophenyl)-3-(ethylsulfonyl)pyridin-2-yl)-2-(trifluoromethyl)pyrazolo[1,5-a]pyrimidine ClC1=CC=C(C=C1)C1=CC=C(C(=N1)C1=NC=2N(C=C1)N=C(C2)C(F)(F)F)S(=O)(=O)CC